2-(3'-sec-butyl-5'-tert-butyl-2'-hydroxy-phenyl)benzotriazole methylpyridin-1-ium-3-carboxylate COC(=O)C=1C=[NH+]C=CC1.C(C)(CC)C=1C(=C(C=C(C1)C(C)(C)C)N1N=C2C(=N1)C=CC=C2)O